O[C@H]1C[C@H](CCC1)NC1=NC=C2N=C(N(C2=N1)C1CCC(CC1)C(=O)N)NC1=C(C=C(C=C1Cl)Cl)Cl (1R,4s)-4-(2-((1S,3R)-3-hydroxycyclohexylamino)-8-(2,4,6-trichlorophenylamino)-9H-purin-9-yl)cyclohexanecarboxamide